4-methyl-2,6,7-trioxa-1-phosphabicyclo[2.2.2]octane CC12COP(OC1)OC2